3-bromo-N-(3-methoxy-2,6-dimethylphenyl)-5-nitropyridin-2-amine BrC=1C(=NC=C(C1)[N+](=O)[O-])NC1=C(C(=CC=C1C)OC)C